ClC=1C=CC(=NC1)C=1N=C(SC1)NC1=NC=CC(=C1)C 4-(5-chloropyridin-2-yl)-N-(4-methylpyridin-2-yl)thiazol-2-amine